2-((tert-butyldimethylsilyl)oxy)-acetaldehyde [Si](C)(C)(C(C)(C)C)OCC=O